C(C)(C)(C)C1=CC(=NN1C[C@H]1CN(CC1)CCF)NC=1N(C=2C(=NC=C(C2)OC2=CC(=NC=C2)NC(C)=O)N1)C (R)-N-(4-((2-((5-(tert-butyl)-1-((1-(2-fluoroethyl)pyrrolidin-3-yl)methyl)-1H-pyrazol-3-yl)amino)-1-methyl-1H-imidazo[4,5-b]pyridin-6-yl)oxy)pyridin-2-yl)acetamide